dimethyl (4-chlorobenzyl) phosphate P(=O)(OC)(OC)OCC1=CC=C(C=C1)Cl